ClC1=CC=C(C=C1)N(C(=O)OCC1CCC(CC1)COCC(=O)NCCS(=O)(=O)O)C1=CC=CC=C1 2-(2-(((1r,4r)-4-(((4-chlorophenyl)(phenyl)carbamoyloxy)methyl)cyclohexyl)methoxy)acetamido)ethanesulfonic acid